FC1=CC=C(C=C1)[C@H](C(=O)N1CCN(CC1)C=1C=NN2C1C=CC(=C2)C=2C=NN(C2)C)C |r| Racemic-2-(4-fluorophenyl)-1-(4-(6-(1-methyl-1H-pyrazol-4-yl)pyrazolo[1,5-a]pyridin-3-yl)piperazin-1-yl)propan-1-one